N-(4-(methylthio)benzyl)-1-(2-(p-tolyl)-2H-pyrazolo[3,4-d]pyrimidin-4-yl)piperidine-3-carboxamide CSC1=CC=C(CNC(=O)C2CN(CCC2)C=2C=3C(N=CN2)=NN(C3)C3=CC=C(C=C3)C)C=C1